2-(2-methoxyethoxy)ethyl carbonochloridate C(OCCOCCOC)(=O)Cl